C(=O)C1CCC(CC1)C=1OC2=C(N1)C=C(C(=C2)NC(C2=NC(=CC=C2)C(F)(F)F)=O)C(C)(C)O N-(2-((1r,4r)-4-formylcyclohexyl)-5-(2-hydroxypropan-2-yl)benzo[d]oxazol-6-yl)-6-(trifluoromethyl)picolinamide